(±)-1-methoxy-10-methyl-9-(naphthalen-1-yl)acridine bromide [Br-].COC1=CC=CC=2N(C3=CC=CC=C3[C@H](C12)C1=CC=CC2=CC=CC=C12)C |r|